CC=1C=NN2C1C(NC1=CC(=C(C=C21)C)CN2CC(C(=CC2)C=2C=NC(=CC2)C(=O)NC)C)=O 1'-((3,8-dimethyl-4-oxo-4,5-dihydropyrazolo[1,5-a]quinoxalin-7-yl)methyl)-N,3'-dimethyl-1',2',3',6'-tetrahydro-[3,4'-bipyridine]-6-carboxamide